6-Chloro-4-(3-fluoroazetidin-1-yl)pyrido[3,2-d]pyrimidine ClC=1C=CC=2N=CN=C(C2N1)N1CC(C1)F